N[C@H](C(=O)O[C@@H]1CN(CC[C@@H]1NC1=NN2C(C=N1)=C(C(=C2C2(CCC2)CC)C#N)Cl)S(=O)(=O)C(F)(F)F)C(C)C (3R,4S)-4-{[5-chloro-6-cyano-7-(1-ethylcyclobutyl)pyrrolo[2,1-f][1,2,4]triazin-2-yl]amino}-1-trifluoromethanesulfonylpiperidin-3-yl (2S)-2-amino-3-methylbutanoate